(S)-3-(4-acrylamidobenzamido)-N-((S)-2-(dimethylamino)-1-phenylethyl)-6-phenyl-4,6-dihydropyrrolo[3,4-c]pyrazole-5(1H)-carboxamide C(C=C)(=O)NC1=CC=C(C(=O)NC=2C3=C(NN2)[C@@H](N(C3)C(=O)N[C@H](CN(C)C)C3=CC=CC=C3)C3=CC=CC=C3)C=C1